(2R,3S)-pentane-2,3-diol C[C@H]([C@H](CC)O)O